FC1=C(C(=CC=C1)F)C1=N[C@H](C2=NC(=NN2C=2SC=3CCCOCC3C12)C(=O)N[C@@H]1C[C@H](C1)O)C (7S)-9-(2,6-difluorophenyl)-N-(trans-3-hydroxycyclobutyl)-7-methyl-13-oxa-18-thia-2,3,5,8-tetrazatetracyclo[8.8.0.02,6.011,17]octadeca-1(10),3,5,8,11(17)-pentaene-4-carboxamide